C(CC)C(CCC(=O)OCC(C)C)C(CCC)CCC 2-(((4,5-dipropyloctanoyl)oxy)methyl)propane